O=C(COC(C)=S)C.C(C)C=1C=CC2=C(C3=CC=CC=C3C(=C2C1)OC(=O)CC(C=CCCCCCCCCCCCCCC)C(=O)O)OC(=O)CC(C(=O)O)C=CCCCCCCCCCCCCCC 3-ethyl-9,10-bis(2-n-hexadecenyl-2-carboxyethyl)carbonyloxyanthracene (2-oxopropyl)thioacetate